The molecule is a prostaglandin carboxylic acid anion that is the conjugate base of 20-hydroxyprostaglandin E2, obtained by deprotonation of the carboxy group; major species at pH 7.3. It derives from a prostaglandin E2(1-). It is a conjugate base of a 20-hydroxyprostaglandin E2. C1[C@H]([C@@H]([C@H](C1=O)C/C=C\\CCCC(=O)[O-])/C=C/[C@H](CCCCCO)O)O